(2S)-2-amino-3-(4-(2-amino-6-((R)-1-(4-chloro-2-(1-methyl-1H-pyrazole-3-yl)phenyl)-2,2,2-trifluoroethoxy)pyrimidine-4-yl)cyclohex-3-ene-1-yl)propionic acid hydrochloride Cl.N[C@H](C(=O)O)CC1CC=C(CC1)C1=NC(=NC(=C1)O[C@@H](C(F)(F)F)C1=C(C=C(C=C1)Cl)C1=NN(C=C1)C)N